C(C)(=O)N1CCC(CC1)OC1=C(C#N)C=C(C=C1)C=1C(=NC(=C(C1)C=1C=C2CCNC(C2=CC1F)=O)N)F 2-((1-acetylpiperidin-4-yl)oxy)-5-(6-amino-2-fluoro-5-(7-fluoro-1-oxo-1,2,3,4-tetrahydroisoquinolin-6-yl)pyridin-3-yl)benzonitrile